N-(2,3-dihydro-1H-inden-2-yl)-2-((2-hydroxyphenyl)amino)-N-methyl-6-((2,4,4-trimethylpentan-2-yl)amino)pyrimidine-4-carboxamide C1C(CC2=CC=CC=C12)N(C(=O)C1=NC(=NC(=C1)NC(C)(CC(C)(C)C)C)NC1=C(C=CC=C1)O)C